(trans)-2-(8-(2-(5-Methyl-1H-pyrazol-4-yl)pyrido[3,4-d]pyrimidin-4-yl)-2,8-diazaspiro[4.5]decan-2-yl)cyclobutanol CC1=C(C=NN1)C=1N=C(C2=C(N1)C=NC=C2)N2CCC1(CCN(C1)[C@H]1[C@@H](CC1)O)CC2